CC(CCC=O)(CC=C(C)C)CC=C(C)C 4,7-dimethyl-4-(3-methylbut-2-en-1-yl)oct-6-enal